NC1CCC(CC1)(C)CCOC1=CC(=C(C=C1F)S(=O)(=O)NC1=NC=NS1)F 4-(2-((1s,4s)-4-amino-1-methylcyclohexyl)ethoxy)-2,5-difluoro-N-(1,2,4-thiadiazol-5-yl)benzenesulfonamide